2-chloro-4-methyl-1,3-benzoxazole ClC=1OC2=C(N1)C(=CC=C2)C